[Cl-].CC=1C=C(OPC(C)(C)CC)C=CC1 dl-m-methylphenoxytertiary amyl-phosphine chloride